OC1=C(C=CC=C1)C(C=CC1=CC(=CC=C1)I)=O 1-(2-Hydroxyphenyl)-3-(3-iodophenyl)prop-2-en-1-one